4-(4-cyano-2-methoxyphenyl)-2,8-dimethyl-5-oxo-5,6-dihydro-1,6-naphthyridine-3-carbonitrile C(#N)C1=CC(=C(C=C1)C1=C(C(=NC=2C(=CNC(C12)=O)C)C)C#N)OC